C1CCC12N(CCOC2)C=2C=C1C(=CC=NC1=CC2)C(=O)OC(C)(C)C tert-Butyl 6-(8-oxa-5-azaspiro[3.5]nonan-5-yl)quinoline-4-carboxylate